C(C)(C)(C)OC(=O)N1CCC(CC1)C1=NC=C(C=C1)OC(F)(F)F 4-(5-(trifluoromethoxy)pyridin-2-yl)piperidine-1-carboxylic acid tert-butyl ester